(R)-2-((1-(2-cyano-3-(7-(4-cyano-phenyl)-2,7-diazaspiro[3.5]nonan-2-yl)-7-methylquinoxalin-5-yl)ethyl)-amino)benzoic acid C(#N)C1=NC2=CC(=CC(=C2N=C1N1CC2(C1)CCN(CC2)C2=CC=C(C=C2)C#N)[C@@H](C)NC2=C(C(=O)O)C=CC=C2)C